1H,4H-pyrano[2,3-c]pyrazole-5-carbonitrile N1N=CC2=C1OC=C(C2)C#N